FC1=C(C=C(C=C1)C1=CC=CC=C1)C(=O)O 4-fluoro-[1,1'-biphenyl]-3-carboxylic acid